5-chloro-1-(2-fluorobenzyl)-ethyl 4-formyl-1H-pyrazole-3-carboxylate C(=O)C=1C(=NNC1)C(=O)OC(C)CC1=C(C=CC(=C1)Cl)F